1-{4-[(2H-1,3-benzodioxol-5-yl)sulfamoyl]phenyl}-3-(pyridin-3-ylmethyl)urea O1COC2=C1C=CC(=C2)NS(=O)(=O)C2=CC=C(C=C2)NC(=O)NCC=2C=NC=CC2